FC1(CC2(CC(C2)N2C=3C(C4=CC(=CC=C24)C(=O)O)=CN(N3)C)C1)F 8-{6,6-difluorospiro[3.3]heptan-2-yl}-2-methyl-2H,8H-pyrazolo[3,4-b]indole-5-carboxylic acid